N-(5-chloro-2-fluorophenyl)-7-(((1r,5s,6s)-3-methyl-3-azabicyclo[3.1.0]hexane-6-yl)ethynyl)-6-nitroquinazolin-4-amine ClC=1C=CC(=C(C1)NC1=NC=NC2=CC(=C(C=C12)[N+](=O)[O-])C#CC1[C@@H]2CN(C[C@H]12)C)F